ClC1=CC=C2C(=N1)NC(C2)=O 6-chloro-1,3-dihydro-2H-pyrrolo[2,3-b]pyridin-2-one